C[C@@]12C(CC[C@H]1[C@@H]1CC[C@H]3CC(CC[C@]3(C)[C@H]1CC2)=O)=O 5α-androstandione